CC(=O)N[C@@H]1[C@H]([C@H]([C@H](OC1O)COP(=O)(O)O)O)O The molecule is a galactosamine phosphate that is N-acetyl-D-galactosamine substituted at position 1 by a monophosphate group. It derives from a D-galactosamine. It is a conjugate acid of a N-acetyl-D-galactosamine 6-phosphate(2-).